C12CN(CC(N1)C2)C2=CC(=C(C(=O)NC=1SC3=C(N1)C(=CC=C3)OC)C(=C2)F)F 4-(3,6-diazabicyclo[3.1.1]heptan-3-yl)-2,6-difluoro-N-(4-methoxybenzo[d]thiazol-2-yl)benzamide